3-(((9-cyclopentyl-2-(4-(morpholinomethyl)phenyl)-9H-purin-6-yl)amino)methyl)-4,6-dimethylpyridin-2(1H)-one C1(CCCC1)N1C2=NC(=NC(=C2N=C1)NCC=1C(NC(=CC1C)C)=O)C1=CC=C(C=C1)CN1CCOCC1